3-(((2S,3R,4R,5R,6R)-3-acetamido-4,5-dihydroxy-6-(hydroxymethyl)tetrahydro-2H-pyran-2-yl)thio)-N-(5-aminopentyl)propanamide C(C)(=O)N[C@H]1[C@@H](O[C@@H]([C@@H]([C@@H]1O)O)CO)SCCC(=O)NCCCCCN